(6-(4-((4-(1H-pyrazol-4-yl)phenyl)amino)-5-methyl-5H-pyrrolo[3,2-d]pyrimidin-2-yl)-1-methyl-1H-indol-2-yl)(3,3-difluoroazetidin-1-yl)methanone N1N=CC(=C1)C1=CC=C(C=C1)NC=1C2=C(N=C(N1)C1=CC=C3C=C(N(C3=C1)C)C(=O)N1CC(C1)(F)F)C=CN2C